3-methyl-6-hydroxyisocoumarin CC=1OC(=O)C2=CC=C(C=C2C1)O